C(C=1C(O)=CC=CC1)(=O)OCCOC(C=1C(O)=CC=CC1)=O Ethylene glycol disalicylate